FC1=CC=C(C=C1)N1C(C(=CC=C1CO)C(=O)O)=O 1-(4-fluorophenyl)-6-(hydroxymethyl)-2-keto-1,2-dihydropyridine-3-carboxylic acid